ClC1(NN=C(C=C1)Cl)C(=O)NC(C)C=1N2C(=NN1)CCC2 3,6-dichloro-N-[1-(6,7-dihydro-5H-pyrrolo[2,1-c][1,2,4]triazol-3-yl)ethyl]pyridazine-carboxamide